N1[C@H](CCC1)CO R-prolinol